4-azido-1-methyl-7-(trifluoromethyl)isochromane N(=[N+]=[N-])C1COC(C2=CC(=CC=C12)C(F)(F)F)C